O1C=C(C=C1)/C=C/C(=O)O (2E)-3-(furan-3-yl)-2-propenoic acid